OC1(CCCC=2C=CC(=NC12)N1NC(C=2C1=NC=NC2)=O)C 1-(8-hydroxy-8-methyl-5,6,7,8-tetrahydroquinolin-2-yl)-1,2-dihydro-3H-pyrazolo[3,4-d]Pyrimidin-3-one